CN1C(CCC1=S)C(=O)O 1-Methyl-5-thioxopyrrolidine-2-carboxylic acid